C(C=C)(=O)N1C(C(C1)CN1CCC(CC1)N1N=CC(=C1C)C=1C=C(C=2N(C1)N=CC2C#N)OC)(C)C 6-(1-(1-((1-acryloyl-2,2-dimethylazetidin-3-yl)methyl)piperidin-4-yl)-5-methyl-1H-pyrazol-4-yl)-4-methoxypyrazolo[1,5-a]pyridine-3-carbonitrile